(R)-N-(5-(6-(1-hydroxypropyl)-4-methylpyridin-3-yl)thiazolo[4,5-e][1,2,4]triazolo[1,5-a]pyridin-2-yl)acetamide O[C@H](CC)C1=CC(=C(C=N1)C=1C=2N(C3=C(C1)N=C(S3)NC(C)=O)N=CN2)C